tert-Butyl 2-(4,7,9-trioxo-3,8-diazaspiro[5.6]dodecan-3-yl)acetate O=C1N(CCC2(C1)C(NC(CCC2)=O)=O)CC(=O)OC(C)(C)C